O1SCC=C1 3H-1,2-oxathiole